COC(=O)C=1C(N(C2=CC(=CC=C2C1N)Br)C=1C=NC(=CC1)C)=O 4-Amino-7-bromo-1-(6-methylpyridin-3-yl)-2-oxo-1,2-dihydroquinoline-3-carboxylic acid methyl ester